(2S,11aR)-6-cyclopentyl-7-fluoro-2-hydroxy-8-methyl-2,3,11,11a-tetrahydro-1H,5H-benzo[f]pyrrolo[2,1-c][1,4]oxazepine-5-one C1(CCCC1)C1=C(C(=CC2=C1C(N1[C@@H](CO2)C[C@@H](C1)O)=O)C)F